(R)-3-((6-chloro-5-methyl-1,2,4-triazin-3-yl)amino)piperidine-1-carboxylic acid tert-butyl ester C(C)(C)(C)OC(=O)N1C[C@@H](CCC1)NC=1N=NC(=C(N1)C)Cl